BrC=1C=C2C(OCC=3C=CC(=CC3C3=CC=C(C(NS(C(C1OC)=C2)(=O)=O)=C3)OC)C(F)(F)F)=O 13-Bromo-14,19-dimethoxy-16,16-dioxo-4-(trifluoromethyl)-9-oxa-16λ6-thia-17-azatetracyclo[16.3.1.111,15.02,7]tricosa-1(21),2(7),3,5,11,13,15(23),18(22),19-nonaen-10-one